FC1(C(CCCC1)NC1=CC(=C2C(NC(=NC2=C1)CSC1CCOCC1)=O)F)F 7-((2,2-difluorocyclohexyl)amino)-5-fluoro-2-(((tetrahydro-2H-pyran-4-yl)thio)methyl)quinazolin-4(3H)-one